C1(=CC=C(C=C1)C=1OC(=NN1)C1=CC=C(C=C1)C(C)(C)C)C1=CC=CC=C1 2-biphenyl-4-yl-5-(4-tert-butylphenyl)-1,3,4-Oxadiazole